C1(=CC=CC2=CC=CC=C12)[C@@H](C)NC(=O)[C@@H]1OC2=CC=CC=C2C2(OCCO2)C1 (R)-N-((R)-1-(naphthalen-1-yl)ethyl)spiro[chroman-4,2'-[1,3]dioxolan]-2-carboxamide